tert-butyl 3-(2-(2-(methylthio)-7-oxopyrido[2,3-d]pyrimidin-8(7H)-yl)ethyl)azetidine-1-carboxylate CSC=1N=CC2=C(N1)N(C(C=C2)=O)CCC2CN(C2)C(=O)OC(C)(C)C